[N+](=O)([O-])C=C(C=CC#N)C[N+](=O)[O-] 5-nitro-4-nitromethyl-2,4-pentadienenitrile